C(C)(C)(C)C1=C(OC2=C1C=C(C=C2)C(C)=O)CC 1-(3-Tert-butyl-2-ethyl-benzofuran-5-yl)-ethanone